((4-(phenylethynyl)pyridin-2-yl)methyl)-8-azaspiro[4.5]decane C1(=CC=CC=C1)C#CC1=CC(=NC=C1)CC1CCCC12CCNCC2